3-bromo-6-methylsulfonyloxy-1,2-benzenedimethanol BrC1=C(C(=C(C=C1)OS(=O)(=O)C)CO)CO